2'-Chloro-6-fluoro-5'-(2-((4-methoxybenzyl)amino)-1-phenylethyl)-[1,1'-biphenyl]-2-carbonitrile ClC1=C(C=C(C=C1)C(CNCC1=CC=C(C=C1)OC)C1=CC=CC=C1)C=1C(=CC=CC1F)C#N